BrC1=CC=C(C=C1)C1=C(C(=NC(=C1)C1=CC=C(C=C1)Cl)N)C#N 4-(4-bromophenyl)-6-(4-chlorophenyl)-2-amino-3-cyanopyridine